COCCOC1=CC=C(C=C1)C(C)=O 1-(4-(2-methoxyethoxy)phenyl)ethan-1-one